C(CCCCCCC\C=C/C\C=C/CCCCC)(=O)OCC(COC(CCC(OCCCCCCCC)OCCCCCCCC)=O)COC(CCN(CC)CC)=O 3-((4,4-bis(octyloxy)butanoyl)oxy)-2-(((3-(diethylamino)propanoyl)oxy)methyl)propyl (9Z,12Z)-octadeca-9,12-dienoate